C(=O)=C1N(C2CCCC=3C2=C1C=CC3)C3CNCCC3 3-(2-carbonyl-6,7,8,8a-tetrahydrobenzo[cd]indol-1(2H)-yl)piperidine